4-chloro-N,N-bis(4-methoxybenzyl)-6-methyl-5-(trifluoromethyl)pyrimidin-2-amine ClC1=NC(=NC(=C1C(F)(F)F)C)N(CC1=CC=C(C=C1)OC)CC1=CC=C(C=C1)OC